tert-butyl 4-[2-(2,6-dioxopiperidin-3-yl)-1,3-dioxoisoindol-5-yl]piperidine-1-carboxylate O=C1NC(CCC1N1C(C2=CC=C(C=C2C1=O)C1CCN(CC1)C(=O)OC(C)(C)C)=O)=O